BrC=1C=C(C(=C(C1)Cl)OC)[N+](=O)[O-] 5-bromo-1-chloro-2-methoxy-3-nitrobenzene